ClC1=C(C=CC=C1NC(=O)C=1N(C2=C(CN(CC2)C)N1)C)C1=C(C(=CC=C1)NC(=O)C1=NC=C(C(=O)OC)C(=C1)C1CC1)C methyl 6-((2'-chloro-3'-(1,5-dimethyl-4,5,6,7-tetrahydro-1H-imidazo[4,5-c]pyridine-2-carboxamido)-2-methyl-[1,1'-biphenyl]-3-yl)carbamoyl)-4-cyclopropylnicotinate